CC1(CCCCC1)OC1=CC=C(C=C)C=C1 4-(1-methylcyclohexyloxy)styrene